C(=O)=C1N=C2C=CC=CC2=C1 2-carbonylindole